FC=1C=C(C=C(C1)F)[C@@H]1CCC2=NN(C(N21)=O)C2CC(C2)C2=NC=CC(=N2)N2N=C(N=C2)C (S)-5-(3,5-difluorophenyl)-2-((1R,3S)-3-(4-(3-methyl-1H-1,2,4-triazol-1-yl)pyrimidin-2-yl)cyclobutyl)-2,5,6,7-tetrahydro-3H-pyrrolo[2,1-c][1,2,4]triazol-3-one